[Li].S(=O)(=O)(C)NC1=CC=C(C=C1)C1=CC=C(NS(=O)(=O)C)C=C1 N,N'-dimesyl-benzidine lithium